OC=1C=C2C(=C(N(C2=CC1)CC1=CC=C(OCCCCN2CCN(CC2)C(COC2=CC=C3C(=NN(C3=C2)C)N2C(NC(CC2)=O)=O)=O)C=C1)C1=CC=C(C=C1)O)C 1-(6-(2-(4-(4-(4-((5-hydroxy-2-(4-hydroxyphenyl)-3-methyl-1H-indol-1-yl)-methyl)phenoxy)butyl)piperazin-1-yl)-2-oxoethoxy)-1-methyl-1H-indazol-3-yl)dihydro-pyrimidine-2,4(1H,3H)-dione